C1(CCCCC1)C1=C(C(=C(C=C1C)OCCCCCCCCCCCP(=O)(OCC)OCC)F)F 4-cyclohexyl-1-(11-diethoxyphosphoryl-undecoxy)-2,3-difluoro-5-methyl-benzene